2-amino-6-(4-((bis(2-hydroxyethyl)amino)methyl)benzyl)-4-(butylamino)pyrimidine NC1=NC(=CC(=N1)NCCCC)CC1=CC=C(C=C1)CN(CCO)CCO